C(C)(C)(C)OC(=O)N1[C@@H](CN[C@H](C1)[C@@H](C)O)CC (2R,5R)-2-ethyl-5-((R)-1-hydroxyethyl)piperazine-1-carboxylic acid tert-butyl ester